ClC1=CC=C(C=C1)CN1C(NC(C2=C1C=C(C=N2)N2CCOCC2)=O)=O 1-[(4-chlorophenyl)methyl]-7-(morpholin-4-yl)pyrido[3,2-d]pyrimidine-2,4(1H,3H)-dione